OC12CCC(CC1)(CC2)NC(=O)C=2C1=C(N=C(N2)N2C=NC=C2)CCC1 N-(4-hydroxybicyclo[2.2.2]octan-1-yl)-2-(1H-imidazol-1-yl)-6,7-dihydro-5H-cyclopenta[d]pyrimidine-4-carboxamide